CC1C(CCC1)(C(=O)N1CCCC1)CNC(=O)C1=CC2=C(S1)CCCCCC2 N-{[2-methyl-1-(pyrrolidine-1-carbonyl)cyclopentyl]methyl}-4H,5H,6H,7H,8H,9H-cycloocta[b]thiophene-2-carboxamide